NC=1C2=C(N=CN1)N(C=C2C=2C=C(CC(S(=O)(=O)N)C1=CC=CC=C1)C=CC2)[C@@H]2C[C@@H](C2)CN2CCC2 (3-(4-amino-7-(cis-3-(azetidin-1-ylmethyl)cyclobutyl)-7H-pyrrolo[2,3-d]pyrimidin-5-yl)benzyl)-1-phenylmethanesulfonamide